9-Bromo-6,7-dichloro-2-(2-trimethylsilylethoxymethyl)-3,4-dihydropyrazino[1,2-a]indol BrC=1C=2C=C3N(C2C(=C(C1)Cl)Cl)CCN(C3)COCC[Si](C)(C)C